BrC=1C=CC2=C(N=C(S2)CC2CCN(CC2)C)C1 5-bromo-2-[(1-methyl-4-piperidyl)methyl]-1,3-benzothiazole